N,N'-(5-amino-3-iminopyridine-2,6(1H,3H)-diylidene)bis{2-[2-(piperidin-1-yl)ethoxy]pyrazolo[1,5-a]pyridin-3-amine} NC1=CC(C(NC1=NC=1C(=NN2C1C=CC=C2)OCCN2CCCCC2)=NC=2C(=NN1C2C=CC=C1)OCCN1CCCCC1)=N